C(C)OC1=C(C=C(C(=C1)N=NC1=CC=C(C=C1)[N+](=O)[O-])OCC)N=NC1=C(C=C(C=C1)N(CCO)CCO)C 2,2'-[[4-[2-[2,5-diethoxy-4-[2-(4-nitrophenyl)diazenyl]phenyl]diazenyl]-3-methylphenyl]imino]bis-ethanol